ethyl 2-((2-((4-bromophenyl)amino)-2-oxoethyl)thio)-1H-imidazole-4-carboxylate BrC1=CC=C(C=C1)NC(CSC=1NC=C(N1)C(=O)OCC)=O